OB1OCC2=C1C=C(C=C2)SCC(=O)OC2C1C3C(CCC(C2)C=C)(CCC3=O)CCC1 3-oxo-7-vinyldecahydro-4,9a-propanocyclopenta[8]annulen-5-yl 2-((1-hydroxy-1,3-dihydrobenzo[c][1,2]oxaborol-6-yl)thio)acetate